N-[(4-Hydroxy-1-methyl-7-phenoxy-3-isoquinolinyl)carbonyl]-glycin OC1=C(N=C(C2=CC(=CC=C12)OC1=CC=CC=C1)C)C(=O)NCC(=O)O